5-([1,2,4]triazolo[1,5-a]pyridin-7-yl)-N-((3R,4S)-3-fluoro-1-(oxetan-3-yl)piperidin-4-yl)-4-methoxypyrrolo[2,1-f][1,2,4]triazin-2-amine N=1C=NN2C1C=C(C=C2)C=2C=CN1N=C(N=C(C12)OC)N[C@@H]1[C@@H](CN(CC1)C1COC1)F